3-(4,4-difluoropiperidin-1-yl)propan-1-amine FC1(CCN(CC1)CCCN)F